1-{[1-(trifluoromethyl)cyclopropyl]Carbonyl}-L-proline methyl ester COC([C@H]1N(CCC1)C(=O)C1(CC1)C(F)(F)F)=O